N1=C(C=CC=C1)C1CCC2(OCCO2)CC1 8-(pyridin-2-yl)-1,4-dioxaspiro[4.5]decan